N[C@H]1C[C@H](C1)NC(=O)N1[C@H](C2=CC=CC=C2CC1)C1=CC=C(C=C1)F (S)-N-(cis-3-aminocyclobutyl)-1-(4-fluorophenyl)-3,4-dihydroisoquinoline-2(1H)-carboxamide